FCCCCCCCCCCCS(=O)(=O)OCCCCCCCCCCCCCC tetradecyl fluoroundecyl-sulfonate